methyl (3S,7S)-3-(benzyloxycarbonylamino)-7-methyl-4,7-dihydro-2H-azepine-1,3-dicarboxylate C(C1=CC=CC=C1)OC(=O)N[C@@]1(CN([C@H](C=CC1)C)C(=O)OC)C(=O)[O-]